N-(1-(4-fluoro-2,6-dimethylbenzyl)-7-(7-hydroxy-1-methyl-1H-pyrrolo[2,3-c]pyridin-3-yl)-1H-indol-5-yl)methanesulfonamide FC1=CC(=C(CN2C=CC3=CC(=CC(=C23)C2=CN(C3=C(N=CC=C32)O)C)NS(=O)(=O)C)C(=C1)C)C